NC=1C=C(C2=C(NC(N2)=O)C1)C1=CC=CC=C1 6-amino-4-phenyl-1H-benzo[d]imidazole-2(3H)-one